CC=1C=C(C(=O)C=2C=C3C(=CNC3=CC2)C2CCN3CCCC3C2)C=CC1 5-(3-methylbenzoyl)-3-(octahydroindolizin-7-yl)-1H-indole